C(C)C1(CCCC2=C1C=C(O2)S(=O)(=O)NC(NC2=C1CCCC1=CC=1CCCC21)=O)O 4-ethyl-N-((1,2,3,5,6,7-hexahydro-s-indacen-4-yl)carbamoyl)-4-hydroxy-4,5,6,7-tetrahydrobenzofuran-2-sulfonamide